C(C1=CC=CC=C1)N[C@H](CN)C (S)-N2-benzyl-propane-1,2-diamine